(S)-3-(4-(4-((14-azido-3,6,9,12-tetraoxatetradecyl)oxy)naphthalen-1-yl)phenyl)-3-((S)-3-(benzyloxy)-2-(4-((4-methylpyridin-2-yl)amino)butanamido)propanamido)propanoic acid N(=[N+]=[N-])CCOCCOCCOCCOCCOC1=CC=C(C2=CC=CC=C12)C1=CC=C(C=C1)[C@H](CC(=O)O)NC([C@H](COCC1=CC=CC=C1)NC(CCCNC1=NC=CC(=C1)C)=O)=O